[3-(4-methyl-2-thienyl)pyrrolidin-1-yl]-(3-pyridazin-4-yl-1H-pyrazol-5-yl)methanone CC=1C=C(SC1)C1CN(CC1)C(=O)C1=CC(=NN1)C1=CN=NC=C1